COC1=C(C=CC=C1)C1=C(C=CC=C1)C 2-methoxy-2'-methylbiphenyl